FC(C=1C=C(C(=C(C1)O)C1=CC=C2C(=N1)N=C(O2)N[C@H]2CN(CCC2)C)C)F 5-(Difluoromethyl)-3-methyl-2-[2-[[(3R)-1-methyl-3-piperidyl]amino]oxazolo[4,5-b]pyridin-5-yl]phenol